(E)-N-(5-((5-((5-amino-5-iminopentyl)carbamoyl)-1-methyl-1H-pyrrol-3-yl)carbamoyl)-1-methyl-1H-pyrrol-3-yl)-6-(4-(dimethylamino)styryl)nicotinamide NC(CCCCNC(=O)C1=CC(=CN1C)NC(=O)C1=CC(=CN1C)NC(C1=CN=C(C=C1)\C=C\C1=CC=C(C=C1)N(C)C)=O)=N